2-bromo-5-nitropyridin BrC1=NC=C(C=C1)[N+](=O)[O-]